N1(N=CC=C1)C1=C(C=C(C=C1)NC(=O)C=1C=NN(C1C(F)(F)F)C1=CN=C2C3=C(C=CC=C13)C(N2)=C=O)C(F)(F)F N-(4-(1H-pyrazol-1-yl)-3-(trifluoromethyl)phenyl)-1-(2-carbonyl-1,2-dihydropyrrolo[4,3,2-ij]isoquinolin-6-yl)-5-(trifluoromethyl)-1H-pyrazole-4-carboxamide